1-[2-amino-6-(3,3-difluorocyclobutyl)pyrimidin-4-yl]-1H-1,2,3-benzotriazol-5-ol NC1=NC(=CC(=N1)N1N=NC2=C1C=CC(=C2)O)C2CC(C2)(F)F